C(C1=CC=CC=C1)OC=1C(=C(C=CC1)N)N 3-benzyloxy-1,2-phenylenediamine